1-(4-(3-methoxyoxetan-3-yl)benzoyl)-4-(4-(trifluoromethyl)phenyl)piperidine-4-carbonitrile COC1(COC1)C1=CC=C(C(=O)N2CCC(CC2)(C#N)C2=CC=C(C=C2)C(F)(F)F)C=C1